C(C)N1CC=2C(=C3C(=NC2CC1)CCCC3)C(=O)O 2-Ethyl-1,2,3,4,6,7,8,9-octahydrobenzo[b][1,6]naphthyridine-10-carboxylic Acid